C1OCC12CN(C2)C(=O)N2CCN(CC2)C2=CC=C(C=C2)NC(=O)C=2C(NC=CC2NC2=C(C1=C(OCCN1)N=C2)C)=O N-(4-(4-(2-oxa-6-azaspiro[3.3]heptane-6-carbonyl)piperazin-1-yl)phenyl)-4-((8-methyl-2,3-dihydro-1H-pyrido[2,3-b][1,4]oxazin-7-yl)amino)-2-oxo-1,2-dihydropyridine-3-carboxamide